C(C)(C)(C)OC(=O)N(N)C(C)C 1-(isopropyl)hydrazine-1-yl-carboxylic acid tert-butyl ester